OC(CC)S(=O)(=O)[O-].C(C(=C)C)(=O)O.[K+] potassium methacrylate hydroxypropanesulfonate